ethylene glycol n-butyl ether acetate C(C)(=O)OCCOCCCC